N-(3-(2-(3-fluoro-4-(2-methoxyethoxy)anilino)-7H-pyrrolo[2,3-d]pyrimidin-4-yloxy)phenyl)acrylamide FC=1C=C(NC=2N=C(C3=C(N2)NC=C3)OC=3C=C(C=CC3)NC(C=C)=O)C=CC1OCCOC